i-hexyl-3-methylimidazolium bromide [Br-].C(CCC(C)C)C=1NC=C[N+]1C